ClC=1C=C(C(=C(C#N)C1)C)CCN1[C@@H](C[C@@H](C1)COC1=CC=C(C=C1)S(=O)(=O)C)C 5-chloro-3-{2-[(2r,4s)-4-[(4-methanesulfonylphenoxy)methyl]-2-methylpyrrolidin-1-yl]ethyl}-2-methylbenzonitrile